pyrazolo[5,1-b]Thiazole-7-carboxylic acid S1C=2N(C=C1)N=CC2C(=O)O